C1(=CC=CC2=CC=CC=C12)C1=CC=C(C=C1)N(C1=CC(=CC=C1)C1=CC=CC2=C1OC1=C2C=CC=C1C1=CC=CC=C1)C1=CC=CC2=CC=CC=C12 [4-(1-naphthyl)phenyl]-N-[3-(6-phenyldibenzofuran-4-yl)phenyl]-1-naphthylamine